N(=[N+]=[N-])C[C@@H]1CC[C@H](CO1)NC(OC(C)(C)C)=O tert-butyl ((3R,6S)-6-(azidomethyl)tetrahydro-2H-pyran-3-yl)carbamate